N2-((4-((2-amino-7H-pyrrolo[2,3-d]pyrimidin-4-yl)oxy)phenyl)carbamoyl)-N4-(2-fluorophenyl)-L-asparagine benzyl-3-chloro-4-(1,3-dioxoisoindolin-2-yl)-5,6-difluoropicolinate C(C1=CC=CC=C1)N1C(C(=C(C(=C1F)F)N1C(C2=CC=CC=C2C1=O)=O)Cl)C(=O)O.NC=1N=C(C2=C(N1)NC=C2)OC2=CC=C(C=C2)NC(=O)N[C@@H](CC(NC2=C(C=CC=C2)F)=O)C(=O)O